C(C)(C)(C)OC(=O)N[C@H](CC(=O)OC)CO methyl (3R)-3-t-butoxycarbonylamino-4-hydroxy-butanoate